2-(4-cyclopropyl-6-methoxy-pyrimidin-5-yl)-5-methoxy-4-[1-[4-[1-methyl-4-(trifluoromethyl)imidazol-2-yl]phenyl]cyclopropoxy]pyrimidine C1(CC1)C1=NC=NC(=C1C1=NC=C(C(=N1)OC1(CC1)C1=CC=C(C=C1)C=1N(C=C(N1)C(F)(F)F)C)OC)OC